5-(4-(4-fluorobutan-2-ylsulfonyl)phenyl)-3-(3-(4-((2-fluoropropylamino)methyl)phenyl)isoxazol-5-yl)pyrazin-2-amine FCCC(C)S(=O)(=O)C1=CC=C(C=C1)C=1N=C(C(=NC1)N)C1=CC(=NO1)C1=CC=C(C=C1)CNCC(C)F